3-(4-fluoro-1H-indazol-5-yl)-2-trifluoromethyl-6-(3-trifluoromethyl-phenyl)-imidazo[1,2-a]pyrazine FC1=C2C=NNC2=CC=C1C1=C(N=C2N1C=C(N=C2)C2=CC(=CC=C2)C(F)(F)F)C(F)(F)F